C(C)(C)(C)OC(=O)N1CC(C1)I 1-tert-butoxycarbonyl-3-iodoazetidine